C(C)(C)N1CCN(CC1)S(=O)(=O)C(C)C1=CC=2NC3=CC=CC=C3SC2C=C1 2-(1-((4-isopropylpiperazin-1-yl)sulfonyl)ethyl)-10H-phenothiazine